Dicyclohexylamin C1(CCCCC1)NC1CCCCC1